4-(1-(tert-butoxycarbonyl)-4-fluoropiperidin-3-yl)pyridine 1-oxide C(C)(C)(C)OC(=O)N1CC(C(CC1)F)C1=CC=[N+](C=C1)[O-]